BrC(C(=O)C1=C(C=CC=C1)C1=CC=CC=C1)(F)Br 2,2-dibromo-2-fluoro-1-([1,1'-biphenyl]yl)ethan-1-one